2-(5-bromopentyl)-1,3-dioxane BrCCCCCC1OCCCO1